5-bromopyridine-2,3-dicarboxylic acid dimethyl ester COC(=O)C1=NC=C(C=C1C(=O)OC)Br